(S)-N-[2-(cyclopropylmethoxy)-4-(2-bromo-3-phenylbenzyloxy)-5-chlorobenzyl]serine C1(CC1)COC1=C(CN[C@@H](CO)C(=O)O)C=C(C(=C1)OCC1=C(C(=CC=C1)C1=CC=CC=C1)Br)Cl